C(C1=CC=CC=C1)N1C=C(C2=CC(=CC=C12)NC(=O)C1=NC=CC=C1)C#N N-(1-benzyl-3-cyano-1H-indol-5-yl)pyridineamide